C(C)(C)N1C=CC2=NC(=CC=C21)C=2SC=C(N2)C2=CC(=CC=C2)OC 2-(1-isopropylpyrrolo[3,2-b]pyridin-5-yl)-4-(3-methoxyphenyl)thiazole